2,5-Dioxopyrrolidin-1-yl 2-isobutylbenzoate C(C(C)C)C1=C(C(=O)ON2C(CCC2=O)=O)C=CC=C1